4-(4,6-di-methoxy[1,3,5]-triazin-2-yl)-4-methylmorpholinium chloride hydrate O.[Cl-].COC1=NC(=NC(=N1)OC)[N+]1(CCOCC1)C